(1-Adamantan-1-yl-ethyl)-[2-(4-bromo-phenyl)-ethyl]-amine C12(CC3CC(CC(C1)C3)C2)C(C)NCCC2=CC=C(C=C2)Br